1,4-bis(4-nitrophenoxy)benzene [N+](=O)([O-])C1=CC=C(OC2=CC=C(C=C2)OC2=CC=C(C=C2)[N+](=O)[O-])C=C1